N-[(2S,3R)-2-[(2,2'-difluoro[1,1'-biphenyl]-3-yl)methyl]-4,4-difluoro-1-(2-methyl-propanoyl)pyrrolidin-3-yl]ethanesulfonamide FC1=C(C=CC=C1C[C@@H]1N(CC([C@@H]1NS(=O)(=O)CC)(F)F)C(C(C)C)=O)C1=C(C=CC=C1)F